1-Bromo-2-(propan-2-yloxy)benzene BrC1=C(C=CC=C1)OC(C)C